FC=1C=NC=2N(C1)N=CC2NC(=O)C=2C(=NC=1N(C2)C=C(N1)[C@@]12CO[C@@](CC1)(C2)C)OC(C)C N-(6-fluoropyrazolo[1,5-a]pyrimidin-3-yl)-7-isopropoxy-2-((1S,4R)-1-methyl-2-oxabicyclo[2.2.1]hept-4-yl)imidazo[1,2-a]pyrimidine-6-carboxamide